ClC=1C=NC(=NC1)N[C@@H]1C[C@@H]2CN([C@H]1C2)C(=O)C2=C(C=C(C=C2)F)C2=NC=CC=N2 ((1S,4S,6R)-6-((5-chloropyrimidin-2-yl)amino)-2-azabicyclo[2.2.1]heptan-2-yl)(4-fluoro-2-(pyrimidin-2-yl)phenyl)methanone